FC(C1=NN=C(S1)CN1C(=NC2=NC=C(C=C21)C=2C=CN1N=CN=C(C12)OC)C)F 1-((5-(difluoromethyl)-1,3,4-thiadiazol-2-yl)methyl)-6-(4-methoxypyrrolo[2,1-f][1,2,4]triazin-5-yl)-2-methyl-1H-imidazo[4,5-b]pyridine